(2E,4E)-(3,4-dimethoxybenzyl-carbamoyl)methyl hexa-2,4-dienoate C(\C=C\C=C\C)(=O)OCC(NCC1=CC(=C(C=C1)OC)OC)=O